D-mannopyranose acetate C(C)(=O)O.OC1[C@@H](O)[C@@H](O)[C@H](O)[C@H](O1)CO